ClC1=C(C=CC(=C1)C)C1(NC=CC=C1N)N 2-(2-chloro-4-methylphenyl)pyridine-2,3-diamine